methyl 3-ethyl-5-iodoimidazole-4-carboxylate C(C)N1C=NC(=C1C(=O)OC)I